5-fluorospiro[indoline-2,3'-oxetane] FC=1C=C2CC3(COC3)NC2=CC1